C(C1=CC=CC=C1)OCOC=1C(=C(C2=C(C=CC=C2C1)C#C[Si](C(C)C)(C(C)C)C(C)C)O)F 3-((benzyloxy)methoxy)-2-fluoro-8-((triisopropylsilyl)ethynyl)naphthalen-1-ol